3-benzenesulfonyl-aniline C1(=CC=CC=C1)S(=O)(=O)C=1C=C(N)C=CC1